(±)-(E)-7-(benzylamino)-3-((((S)-4-methyl-5-oxo-2,5-dihydrofuran-2-yl)oxy)methylene)-3,3a,4,8b-tetrahydro-2H-indeno[1,2-b]furan-2-one C(C1=CC=CC=C1)NC1=CC=C2CC\3C(OC(/C3=C/O[C@H]3OC(C(=C3)C)=O)=O)C2=C1